(3aR,6aS)-5-(4-bromophenyl)-5-hydroxycyclopenta[c]pyrrole-2(1H)-carboxylic acid tert-butyl ester C(C)(C)(C)OC(=O)N1CC=2C(C1)=CC(C2)(O)C2=CC=C(C=C2)Br